FC=1C=C(C=CC1)N1C(CCC1C1=CC=C(C=C1)C1=NOC(=N1)C(F)(F)F)=O 1-(3-fluorophenyl)-5-{4-[5-(trifluoromethyl)-1,2,4-oxadiazol-3-yl]phenyl}pyrrolidin-2-one